CO[C@@H]1CC2CC[C@H]3[C@@H]4CC[C@H]([C@@H](CCCC(C)C)C)[C@]4(CC[C@@H]3[C@]2(CC1)C)C 3β-methoxycholestane